CC1(C2CCC(C1)C2)OC(=O)C2C1C=CC(C2)C1 5-(2-methyl-2-norbornyloxy-carbonyl)-bicyclo[2.2.1]Hept-2-ene